NC1=NC=NN2C1=C(C=C2C=2C=C(C(=NC2)OC)C(=O)N2CC(CCC2)C(O)C2=CC=C(C=C2)F)C(F)(F)F (5-(4-Amino-5-(trifluoromethyl)pyrrolo[2,1-f][1,2,4]triazin-7-yl)-2-methoxypyridin-3-yl)(3-((4-fluorophenyl)(hydroxy)methyl)piperidin-1-yl)methanon